CC1=C(C=C(C=C1)S(=O)(=O)N1C(C2(CC1)CCOCC2)C)C2=CN=C1C(=NC=NN12)N 7-(2-Methyl-5-((1-methyl-8-oxa-2-azaspiro[4.5]decan-2-yl)sulfonyl)phenyl)imidazo[2,1-f][1,2,4]triazin-4-amine